tert-Butyl (3aR,5s,6aS)-5-[[6-chloro-4-(trifluoromethyl)pyridazin-3-yl]amino]-3,3a,4,5,6,6a-hexahydro-1H-cyclopenta[c]pyrrole-2-carboxylate ClC1=CC(=C(N=N1)NC1C[C@@H]2[C@@H](CN(C2)C(=O)OC(C)(C)C)C1)C(F)(F)F